FC=1C(=C(C=C(C1)F)C1CCN(CC1)C1COC2(CN(C2)C=2OC=NN2)C1)O[C@H]1COCC1 7-(4-(3,5-difluoro-2-(((R)-tetrahydrofuran-3-yl)oxy)phenyl)piperidin-1-yl)-2-(1,3,4-oxadiazol-2-yl)-5-oxa-2-azaspiro[3.4]octane